N1(C=NC=C1)CCOC=1C=C2C(C3=C(C4=C(O3)C=CC=C4)C(C2=CC1)=O)(C)C 8-(2-Imidazol-1-yl-ethoxy)-6,6-dimethyl-6H-benzo[b]naphtho[2,3-d]furan-11-one